N'-((1,2,3,5,6,7-hexahydro-s-indacen-4-yl)carbamoyl)-benzenesulfonimidamide C1CCC2=C(C=3CCCC3C=C12)NC(=O)N=S(=O)(N)C1=CC=CC=C1